CC=1C=C(C=CC1C)C1=NNC(=N1)C1=CC(=CC=C1)N1CCCC1 3-(3,4-Dimethylphenyl)-5-[3-(pyrrolidin-1-yl)phenyl]-1H-1,2,4-triazole